5-[2,6-dichloro-4-[6-(difluoromethyl)-3,5-dioxo-1,2,4-triazin-2-yl]phenoxy]-2-hydroxy-benzenesulfonamide ClC1=C(OC=2C=CC(=C(C2)S(=O)(=O)N)O)C(=CC(=C1)N1N=C(C(NC1=O)=O)C(F)F)Cl